tert-butyl (2-((1-methyl-1H-pyrazol-5-yl)oxy)ethyl)carbamate CN1N=CC=C1OCCNC(OC(C)(C)C)=O